tert-butyl 3-(4-chlorophenyl)-3-hydroxyazetidine-1-carboxylate ClC1=CC=C(C=C1)C1(CN(C1)C(=O)OC(C)(C)C)O